1-(bromomethyl)-2-iodobenzene BrCC1=C(C=CC=C1)I